O=C1N(N=C2N1CCCC2)CC=2C=NC(=NC2)C(F)(F)F (5S)-3-Oxo-2-{[2-(trifluoromethyl)pyrimidin-5-yl]methyl}-2,3,5,6,7,8-hexahydro[1,2,4]triazolo[4,3-a]pyridin